tromethamine hydrochloride salt Cl.NC(CO)(CO)CO